1-(4-methoxybenzyl)-3-(6-(3-methylbenzoyl)spiro[3.3]heptan-2-yl)urea COC1=CC=C(CNC(=O)NC2CC3(C2)CC(C3)C(C3=CC(=CC=C3)C)=O)C=C1